C(C)(C)(C)C1=C(C=CC(=C1)O)O 2-(tert-butyl)benzene-1,4-diol